ClC1=CC(=C2C(=CNC2=C1Cl)C=1C=NNC1)NC(C(F)F)=O N-[6,7-dichloro-3-(1H-pyrazol-4-yl)-1H-indol-4-yl]-2,2-difluoro-acetamide